4-(7-fluoro-1-(pyrimidin-4-ylmethyl)-benzimidazol-2-yl)-1,2,5-oxadiazol-3-amine FC1=CC=CC2=C1N(C(=N2)C=2C(=NON2)N)CC2=NC=NC=C2